O=C1NC2=C(S(C3=C1C=CC=C3)(=O)=O)C=CC(=C2)C(=O)NCC2=CN=C(S2)C2CC(CC2)=O 11-oxo-N-((2-(3-oxocyclopentyl)thiazol-5-yl)methyl)-10,11-dihydrodibenzo[b,f][1,4]thiazepine-8-carboxamide 5,5-dioxide